(S)-3-(([1,1'-biphenyl]-3-ylmethyl)amino)-N-((5,6-dihydro-4H-thieno[2,3-c]pyrrol-2-yl)methyl)-4-oxo-4,6,7,8-tetrahydropyrrolo[1,2-a]pyrazine-6-carboxamide trifluoroacetate FC(C(=O)O)(F)F.C1(=CC(=CC=C1)CNC1=NC=C2N(C1=O)[C@@H](CC2)C(=O)NCC2=CC1=C(CNC1)S2)C2=CC=CC=C2